2-(5-{5-chloro-2-[(oxacyclohex-4-yl)amino]pyrimidin-4-yl}-1-(2-hydroxyethyl)-3-oxo-2,3-dihydro-1H-isoindol-2-yl)-N-(2-phenylprop-2-yl)acetamide ClC=1C(=NC(=NC1)NC1CCOCC1)C=1C=C2C(N(C(C2=CC1)CCO)CC(=O)NC(C)(C)C1=CC=CC=C1)=O